2-((2-chloropyridin-3-yl)methyl)-6-(1-cyclopropyl-1H-pyrazol-4-ylsulfanyl)phthalazin-1(2H)-one ClC1=NC=CC=C1CN1C(C2=CC=C(C=C2C=N1)SC=1C=NN(C1)C1CC1)=O